(5RS)-2-[3-Fluoro-5-(trifluoromethyl)benzyl]-5-(pyrrolidin-1-ylcarbonyl)-5,6,7,8-tetrahydro[1,2,4]triazolo[4,3-a]pyridin-3(2H)-on FC=1C=C(CN2N=C3N([C@H](CCC3)C(=O)N3CCCC3)C2=O)C=C(C1)C(F)(F)F |r|